OC1=C(C(=CC(=C1)C)C)C1=CC=C2C=CC(=NC2=N1)C1CN(CCC1)C(C(=O)O)CC (3-[7-(2-hydroxy-4,6-dimethyl-phenyl)-1,8-naphthyridin-2-yl]-1-piperidyl)butanoic acid